(6-chloro-3-methylpyrazin-2-yl)methanol ClC1=CN=C(C(=N1)CO)C